N-[2-(1,6-dihydro-2H-indeno-[5,4-B]furan-8-yl)ethyl]propionamide C1C2=C(OC1)C=CC=1CC=C(C12)CCNC(CC)=O